CNCCC1=CC=C(C=C1)OCCOC1=CC=C(C=C1)[N+](=O)[O-] N-methyl-2-(4-(2-(4-nitrophenoxy)ethoxy)phenyl)ethylamine